ClC=1N(C=C(N1)NC(OC(C)(C)C)=O)CC1=CC(=CC(=C1)F)F tert-butyl (2-chloro-1-(3,5-difluorobenzyl)-1H-imidazol-4-yl)carbamate